pentavinylpentamethylcyclopentasiloxane C[Si]1(O[Si](O[Si](O[Si](O[Si](O1)(C)C=C)(C)C=C)(C)C=C)(C)C=C)C=C